CC1(C(NC2=C(O1)N=C(C=C2)C=2N=NN(C2NC(O[C@H](C)C=2C(=NC=CC2)Cl)=O)C)=O)C (R)-1-(2-chloropyridin-3-yl)ethyl (4-(3,3-dimethyl-2-oxo-2,3-dihydro-1H-pyrido[2,3-b][1,4]oxazin-6-yl)-1-methyl-1H-1,2,3-triazol-5-yl)carbamate